C1(C=CC(N1C(C(O)N1C(C=CC1=O)=O)O)=O)=O 1,2-bis-(maleimido)-1,2-ethandiol